tert-Butyl 2-(6-bromo-3-chloro-9H-carbazol-1-ylamino)ethylcarbamate BrC=1C=C2C=3C=C(C=C(C3NC2=CC1)NCCNC(OC(C)(C)C)=O)Cl